1-(((R)-3-methyl-2-oxopyrrolidin-1-yl)methyl)-3,4-dihydroisoquinoline-2(1H)-carboxylate C[C@H]1C(N(CC1)CC1N(CCC2=CC=CC=C12)C(=O)[O-])=O